4-acetyl-7-(4-bromothiazol-2-yl)-1,4-diazacycloheptane-1-carboxylic acid tert-butyl ester C(C)(C)(C)OC(=O)N1CCN(CCC1C=1SC=C(N1)Br)C(C)=O